C1=CC(=C(C(=C1)Cl)Cl)C(=O)Cl dichlorobenzoyl chloride